1-((3r)-3-(4-amino-3-(4-phenoxyphenyl)-1h-pyrazolo(3,4-d)pyrimidin-1-yl)-1-piperidinyl)-2-propen-1-one NC1=C2C(=NC=N1)N(N=C2C2=CC=C(C=C2)OC2=CC=CC=C2)[C@H]2CN(CCC2)C(C=C)=O